NCC1=NNC(C2=CC=C(C=C12)C1=CN=C2N1C=C(C=C2F)Cl)=O 4-(aminomethyl)-6-(6-chloro-8-fluoroimidazo[1,2-a]pyridin-3-yl)phthalazin-1(2H)-one